C1=CC=CC2=CC3=CC=CC=C3C(=C12)OCCCCOC1=CC=C(C(=O)OC2=C(C=C(C=C2)OC(C2=CC=C(C=C2)OCCCCOC=2C3=CC=CC=C3C=C3C=CC=CC23)=O)C)C=C1 2-methyl-1,4-phenylene bis(4-(4-(anthracen-9-yloxy) butoxy) benzoate)